3-(((4-chlorophenyl)methyl)oxy)-2-(5-hydroxypent-1-ynyl)-6-(5-(trifluoromethyl)-2H-pyrazol-3-yl)phenol ClC1=CC=C(C=C1)COC=1C(=C(C(=CC1)C=1NN=C(C1)C(F)(F)F)O)C#CCCCO